OC1=CC=C(C=C1)\C=C\C(CC(\C=C\C1=CC=C(C=C1)O)=O)=O (1E,6E)-1,7-Bis(4-hydroxyphenyl)-1,6-heptadiene-3,5-dione